COC=1C=C(C=CC1)C1=CC=C(S1)CC(=O)OC(C)(C)C tert-butyl 2-[5-(3-methoxyphenyl)thiophen-2-yl]acetate